C1(=CC=CC2=CC=CC=C12)[I+]C1=CC=CC2=CC=CC=C12 bis(α-naphthyl)iodonium